C[C@@H]1CCC=2N(C1)C(=CN2)C(=O)NC=2C=NC(=C(C2)C=2C=NC1=CC(=NC=C1C2)NC)C (R)-6-methyl-N-(6-methyl-5-(7-(methylamino)-1,6-naphthyridin-3-yl)pyridin-3-yl)-5,6,7,8-tetrahydroimidazo[1,2-a]pyridine-3-carboxamide